C(=O)(O)[C@H](O)[C@@H](O)C(=O)O.C(C)C1=C(C=C(C(=C1)O)F)C1=CC(=C2C(=NNC2=C1)C=1NC2=C(CN(CC2)C(CN(C2COCC2)C)=O)N1)F 1-(2-(6-(2-ethyl-5-fluoro-4-hydroxyphenyl)-4-fluoro-1H-indazol-3-yl)-1,4,6,7-tetrahydro-5H-imidazo[4,5-c]pyridin-5-yl)-2-(methyl-(tetrahydrofuran-3-yl)amino)ethan-1-one L-tartrate